(5-(ethylsulfonyl)pyridin-2-yl)methylamine hydrochloride Cl.C(C)S(=O)(=O)C=1C=CC(=NC1)CN